FC([C@@](C)(O)C1=NOC=2C3=CN(N=C3C[C@H](C21)C)C2CCC(CC2)(C)OCOC)(F)F (S)-1,1,1-trifluoro-2-((R)-7-((1r,4R)-4-(methoxymethoxy)-4-methylcyclohexyl)-4-methyl-5,7-dihydro-4H-isoxazolo[5,4-e]indazol-3-yl)propan-2-ol